2-((3R,4S)-3-hydroxy-1-((S)-1-phenylethyl)piperidin-4-yl)acetonitrile O[C@H]1CN(CC[C@H]1CC#N)[C@@H](C)C1=CC=CC=C1